1,1,1-trifluoropropan-2-yl cis-3-((dimethylsulfamoyl)amino)-2-(((1-(pyrimidin-2-yl) piperidin-4-yl)oxy)methyl)piperidine-1-carboxylate CN(S(=O)(=O)N[C@@H]1[C@@H](N(CCC1)C(=O)OC(C(F)(F)F)C)COC1CCN(CC1)C1=NC=CC=N1)C